N-(6-(5-chloro-7-(cyclopropyl(methyl)amino)-6-fluoro-1H-indazol-4-yl)imidazo[1,2-a]pyridin-2-yl)-2-fluorocyclopropane-1-carboxamide ClC=1C(=C2C=NNC2=C(C1F)N(C)C1CC1)C=1C=CC=2N(C1)C=C(N2)NC(=O)C2C(C2)F